N-[6-(5-chloro-1,3-benzoxazol-2-yl)spiro[3.3]heptan-2-yl]-2-cyano-pyridine-4-carboxamide ClC=1C=CC2=C(N=C(O2)C2CC3(CC(C3)NC(=O)C3=CC(=NC=C3)C#N)C2)C1